N-(tert-Butyldimethylsilyl)cyclopropanesulfonamide [Si](C)(C)(C(C)(C)C)NS(=O)(=O)C1CC1